C1(CC1)C=1C=CC=2N(C1)C=C(N2)C(=O)OCC ethyl 6-cyclopropylimidazo[1,2-a]pyridine-2-carboxylate